C(C1=CC=CC=C1)OC1CC(C1)SC (3-(benzyloxy)cyclobutyl)(methyl)sulfane